1-(8-(3-(trifluoromethyl)benzyl)-2,8-diazaspiro[4.5]decane-2-carbonyl)-1H-pyrazole-3-carboxylic acid FC(C=1C=C(CN2CCC3(CCN(C3)C(=O)N3N=C(C=C3)C(=O)O)CC2)C=CC1)(F)F